2-methyl-1-(2-(5-(5-methylthiophen-2-yl)-1H-imidazol-2-yl)piperidin-1-yl)butan-1-one CC(C(=O)N1C(CCCC1)C=1NC(=CN1)C=1SC(=CC1)C)CC